2-Chloro-4-(8-(4-(4-((1-(2-(2,6-dioxopiperidin-3-yl)-1,3-dioxoisoindolin-5-yl)piperidin-4-yl)methyl)piperazine-1-carbonyl)phenyl)-2,8-diazaspiro[4.5]decan-2-yl)benzonitrile ClC1=C(C#N)C=CC(=C1)N1CC2(CC1)CCN(CC2)C2=CC=C(C=C2)C(=O)N2CCN(CC2)CC2CCN(CC2)C=2C=C1C(N(C(C1=CC2)=O)C2C(NC(CC2)=O)=O)=O